ethyl (2E)-2-cyano-2-hydroxyiminoacetate C(#N)\C(\C(=O)OCC)=N/O